NC[C@@]1([C@@H](C1)CO)C1=C(C=CC(=C1)Br)F ((1R,2S)-2-(aminomethyl)-2-(5-bromo-2-fluorophenyl)cyclopropyl)methanol